(R)-6-(3-cyanopyrrolo[1,2-b]pyridazin-7-yl)-4-((4-(4,4-difluoropiperidin-1-yl)bicyclo[2.2.2]octan-1-yl)amino)-N-(2-fluoro-3-hydroxy-3-methylbutyl)nicotinamide C(#N)C1=CC=2N(N=C1)C(=CC2)C2=NC=C(C(=O)NC[C@H](C(C)(C)O)F)C(=C2)NC21CCC(CC2)(CC1)N1CCC(CC1)(F)F